N-(2-chloro-4-fluoro-3-((5-methyl-4-oxo-3-(pyridin-3-yl)-3,4-dihydroquinazolin-6-yl)amino)phenyl)propane-1-sulfonamide ClC1=C(C=CC(=C1NC=1C(=C2C(N(C=NC2=CC1)C=1C=NC=CC1)=O)C)F)NS(=O)(=O)CCC